3-(1,3-Benzoxazol-2-yl)-3-azaspiro[5.5]undecan-9-amine 2,2,2-trifluoroacetic acid salt FC(C(=O)O)(F)F.O1C(=NC2=C1C=CC=C2)N2CCC1(CC2)CCC(CC1)N